CN1C=[N+](C(=C1CCCCCCCCCCC)CCCCCCCCCCC)C 1,3-dimethyl-4,5-diundecylimidazolium